P(OC(C)CCCC)([O-])[O-].P(OC(C)CCCC)([O-])[O-] bis(2-hexyl) bisphosphite